FC=1C=C(C=CC1F)C1=NN2C(N=CC(=C2)C(=O)C2=C(C=CC(=C2)[N+](=O)[O-])O)=C1 (2-(3,4-difluorophenyl)pyrazolo[1,5-a]pyrimidin-6-yl)(2-hydroxy-5-nitrophenyl)methanone